4-((3-isopropylphenyl)amino)imidazo[1,5-a]pyrido[4,3-e]pyrazine-3-carboxylic acid C(C)(C)C=1C=C(C=CC1)NC=1C=2N(C3=C(N1)C=CN=C3)C=NC2C(=O)O